n-octen-aldehyde C(C=CCCCCC)=O